BrC1=CC2=C(N(C(=N2)C2=C(C=CC=C2)F)C)C=C1 5-bromo-2-(2-fluorophenyl)-1-methyl-1H-benzo[d]imidazole